C(OCCOC)(=O)Cl 2-methoxy-ethyl carbonochloridate